3,4-dihydropyrazinol N1=C(CNC=C1)O